C(C1=CC=CC=C1)(=O)[O-].C(CCC)[NH3+] n-butylammonium benzoat